C1[C@H](O[C@H]([C@@H]1O)N2C=NC3=C(N=CN=C32)N)COP(=O)(O)OP(=O)(O)OP(=O)(O)O The molecule is a purine ribonucleoside 5'-triphosphate. It has a role as an antimetabolite, an antifungal agent, an antineoplastic agent and an antiviral agent. It derives from a cordycepin.